(R)-Ethyl 4-(4-chlorophenyl)-2-oxopyrrolidine-3-carboxylate ClC1=CC=C(C=C1)C1[C@H](C(NC1)=O)C(=O)OCC